N1C(CCC1)C1CN(CC1)C=1N=NC(=CN1)C1=C(C=C(C=C1)C=1C=NNC1)O 2-[3-([2,3'-bipyrrolidin]-1'-yl)-1,2,4-triazin-6-yl]-5-(1H-pyrazol-4-yl)phenol